ClC1=CC=CC(=N1)NC(=O)C1N(C2CC2(C1)C)C(=O)OC(C)(C)C tert-butyl 3-((6-chloropyridin-2-yl)carbamoyl)-5-methyl-2-azabicyclo[3.1.0]hexane-2-carboxylate